sodium terephthalamide salt C(C1=CC=C(C(=O)[NH-])C=C1)(=O)[NH-].[Na+].[Na+]